FC(C(=O)O)(F)F.NC1=NC2=CC(=CC=C2C=C1Br)C[C@@H]1CC[C@]2([C@@H]1O[C@H]([C@@H]2O)N2C=C(C1=C2N=CN=C1N)C)O (2R,3R,3aS,6S,6aR)-6-((2-amino-3-bromoquinolin-7-yl)methyl)-2-(4-amino-5-methyl-7H-pyrrolo[2,3-d]pyrimidin-7-yl)hexahydro-3aH-cyclopenta[b]furan-3,3a-diol 2,2,2-trifluoroacetate